ClC=1C=NC=C(C1[C@@H](C)OC=1C=C2C(=NN(C2=CC1)C1OCCCC1)C=1C=C(C(=NC1)N1CC(C1)(C)N1CCOCC1)F)Cl [1-[5-[5-[(1R)-1-(3,5-dichloro-4-pyridinyl)ethoxy]-1-tetrahydropyran-2-yl-indazol-3-yl]-3-fluoro-2-pyridinyl]-3-methyl-azetidin-3-yl]morpholine